((S)-1-amino-1-oxo-3-((S)-2-oxopyrrolidin-3-yl)propan-2-yl)carbamic acid tert-butyl ester C(C)(C)(C)OC(N[C@H](C(=O)N)C[C@H]1C(NCC1)=O)=O